COC1=C(C(=O)O)C=CC(=C1)N1C2=C(OCC1)C=C(C=C2)C(=O)N2CCC=CC2 2-methoxy-4-(7-(1,2,3,6-tetrahydropyridine-1-carbonyl)-2,3-dihydro-4H-benzo[b][1,4]oxazin-4-yl)benzoic acid